N-propylbromomaleimide C(CC)N1C(C(=CC1=O)Br)=O